5-Benzyl-N-(6-oxo-4,5,6,7,8,9-hexahydro-3-oxa-1,5a,9a-triazabenzo[cd]azulen-7-yl)-4H-1,2,4-triazol-3-carboxamid C(C1=CC=CC=C1)C=1NC(=NN1)C(=O)NC1C(N2C3=C(C=NN3CC1)OCC2)=O